BrCC1=CC(=C2N=C(C(NC2=C1)=O)C)OC(C)C 7-(bromomethyl)-5-isopropoxy-3-methylquinoxalin-2(1H)-one